2-[(4-bromo-2-cyclopropyl-5-methylphenyl)amino]-6-(thian-4-yl)-5H-pyrrolo[3,4-b]pyridin-7-one BrC1=CC(=C(C=C1C)NC1=CC=C2C(=N1)C(N(C2)C2CCSCC2)=O)C2CC2